COC(=O)[C@H]1OC[C@@H](CC1)NC(=O)OC(C)(C)C (2S,5R)-5-(tert-Butoxycarbonylamino)tetrahydropyran-2-carboxylic acid methyl ester